C(C)(C)(C)C1=CC=C(OP(=O)(OC2=C(C(=C(C(=C2F)F)F)F)F)N[C@@H](C)C(=O)OC2CCCCCCC2)C=C1 cyclooctyl ((4-(tert-butyl)phenoxy)(perfluorophenoxy) phosphoryl)-L-alaninate